FC1=C(OC2=CC=NC3=CC(=C(C=C23)OC)OCCN(C(OC(C)(C)C)=O)C)C(=CC(=C1)NC=1C=NC(=CC1OC)NCCOC)F tert-butyl N-(2-{[4-(2,6-difluoro-4-{4-methoxy-6-[(2-methoxyethyl) amino]-pyridin-3-ylamino}-phenoxy)-6-methoxyquinolin-7-yl] oxy} ethyl)-N-methylcarbamate